(2S)-2-[[(3R)-5-chloro-8-hydroxy-3-methyl-1-oxo-3,4-dihydroisochromen-7-carbonyl]amino]-4-methylsulfanylbutyric acid ClC1=C2C[C@H](OC(C2=C(C(=C1)C(=O)N[C@H](C(=O)O)CCSC)O)=O)C